2-(cyanomethyl)-8-((2s,5r)-2,5-dimethylpiperazin-1-yl)-5-methyl-6-oxo-5,6-dihydroimidazo[1,2-b]pyridazine-7-carbonitrile C(#N)CC=1N=C2N(N(C(C(=C2N2[C@H](CN[C@@H](C2)C)C)C#N)=O)C)C1